2-(4-fluorophenyl)-N-{4-[3-(3-furyl)-5-methyl-4-oxo-4,5-dihydro-1H-pyrrolo[3,2-c]pyridin-2-yl]pyridin-2-yl}propanamide FC1=CC=C(C=C1)C(C(=O)NC1=NC=CC(=C1)C1=C(C=2C(N(C=CC2N1)C)=O)C1=COC=C1)C